5-(chloromethyl)-3-(4-trifluoromethylphenyl)-1,2,4-oxadiazole ClCC1=NC(=NO1)C1=CC=C(C=C1)C(F)(F)F